ClC1=CC2=C(S1)C=C(C=C2)N2C[C@@H](CC2)C(=O)N[C@@H]([C@H](O)C2=CC1=C(OCCO1)C=C2)CN2CCCC2 (R)-1-(2-chlorobenzo[b]thiophen-6-yl)-N-((1R,2R)-1-(2,3-dihydrobenzo[b][1,4]dioxin-6-yl)-1-hydroxy-3-(pyrrolidin-1-yl)propan-2-yl)pyrrolidine-3-carboxamide